4-[trans-(4-aminocyclohexyl)amino]-N'-(2-chloro-5-fluoro-phenyl)-6-(2-methoxy-5-methyl-4-pyridyl)pyrrolo[1,2-b]pyridazine-3-carboxamidine N[C@@H]1CC[C@H](CC1)NC=1C=2N(N=CC1C(=NC1=C(C=CC(=C1)F)Cl)N)C=C(C2)C2=CC(=NC=C2C)OC